(2s,4r)-2-(benzo[d]thiazol-2-yl)-4-hydroxypyrrolidine-1-carboxylic acid tert-butyl ester C(C)(C)(C)OC(=O)N1[C@@H](C[C@H](C1)O)C=1SC2=C(N1)C=CC=C2